FC1=C(OC2CCN(CC2)C2=C(C=C(C=C2)S(=O)(=O)C)[N+](=O)[O-])C=CC(=C1)OC 4-(2-fluoro-4-methoxyphenoxy)-1-(4-(methylsulfonyl)-2-nitrophenyl)piperidine